2-((2R,4R)-4-(3-(3-bromo-2-methylphenoxy)propyl)-2-methylpiperidin-1-yl)acetic acid BrC=1C(=C(OCCC[C@H]2C[C@H](N(CC2)CC(=O)O)C)C=CC1)C